OCCOC=1C(=CC2=C(NC=N2)C1)C#N 6-(2-hydroxyethoxy)-1H-benzo[d]imidazole-5-carbonitrile